COC1=CC=C(CN2C([C@](C3=CC=CC=C23)(C)CC(=O)O)=O)C=C1 (R)-2-(1-(4-methoxybenzyl)-3-methyl-2-oxoindol-3-yl)acetic acid